NC[C@@]1([C@@H]2CCN(C[C@H]12)C1=CN=C2C(=N1)NN=C2C2=CC=C1CCC(NC1=C2)=O)C2=C(C=CC=C2)F 7-(6-((1S,6R,7R)-7-(aminomethyl)-7-(2-fluorophenyl)-3-azabicyclo[4.1.0]heptan-3-yl)-1H-pyrazolo[3,4-b]pyrazin-3-yl)-3,4-dihydroquinolin-2(1H)-one